FC(C(C(C(C(C(C(C(C(F)(F)F)(F)F)(F)F)(F)F)(F)F)(F)F)(F)F)(F)F)(F)F perfluoro-n-nonane